5-bromo-2-{[2-(tetrahydro-1H-pyrrol-1-yl)propyl]oxy}benzene-1-carbonitrile BrC=1C=CC(=C(C1)C#N)OCC(C)N1CCCC1